4-(trans-4-pentylcyclohexyl)benzonitrile C(CCCC)[C@@H]1CC[C@H](CC1)C1=CC=C(C#N)C=C1